dibenzyl [4-(hydroxymethyl)-3-methyl-2-oxo-oxazolidin-4-yl]methyl phosphate P(=O)(OCC1=CC=CC=C1)(OCC1=CC=CC=C1)OCC1(N(C(OC1)=O)C)CO